C(CCC)[C@@H]1C([C@@H]1C=1C(CCC1C)=O)(C)C 2-((1R,3S)-3-butyl-2,2-dimethylcyclopropyl)-3-methylcyclopent-2-en-1-one